4-amino-6-chloro-2'-(difluoromethoxy)-[1,1'-biphenyl] NC1=CC=C(C(=C1)Cl)C1=C(C=CC=C1)OC(F)F